BrC1=CC=C(C=C1)C1=C(C=C2C(=N1)C1(C(O2)C(CC1CN1CCOCC1)C1=CC=CC=C1)O)Cl (4-bromophenyl)-3-chloro-8-(morpholinomethyl)-6-phenyl-5a,6,7,8-tetrahydro-8aH-cyclopenta[4,5]furo[3,2-b]pyridin-8a-ol